O1C(=CC=C1C(=O)[O-])C(=O)[O-] Furan-2,5-dicarboxylate